C(C)(C)(C)C=1N(C=CN1)CC1=C(C=C(C=C1)C1=C(SC(=C1)CC(C)C)S(=O)(=O)NC(OC)=O)F Methyl (3-(4-((2-(tert-butyl)-1H-imidazol-1-yl)methyl)-3-fluorophenyl)-5-isobutylthiophen-2-yl)sulfonylcarbamate